1-(methylsulfonyl)piperazine trifluoroacetic acid salt FC(C(=O)O)(F)F.CS(=O)(=O)N1CCNCC1